(5S)-5-[[[6-[2-Chloro-3-[3-chloro-2-[3-(ethylaminomethyl)-1-methyl-indol-6-yl]-4-pyridyl]phenyl]-2-methoxy-3-pyridyl]methylamino]methyl]pyrrolidin-2-one ClC1=C(C=CC=C1C1=C(C(=NC=C1)C1=CC=C2C(=CN(C2=C1)C)CNCC)Cl)C1=CC=C(C(=N1)OC)CNC[C@@H]1CCC(N1)=O